S1C(=CC=C1)[C@@H](C)N (1R)-1-(thiophen-2-yl)ethan-1-amine